3-hydroxy-N-(cis-3-(methyl-(7-tosyl-7H-pyrrolo[2,3-d]pyrimidin-4-yl)amino)cyclobutyl)propane-1-sulfonamide OCCCS(=O)(=O)N[C@@H]1C[C@@H](C1)N(C=1C2=C(N=CN1)N(C=C2)S(=O)(=O)C2=CC=C(C)C=C2)C